C(CCCCCCCCCCCCCCCCC)N1C(=C(C(C2=C(C=C(C=C12)OCC)OCC)=O)OCC)C1=CC(=C(C=C1)OCC)OC N-octadecyl-2-(3-methoxy-4-ethoxyphenyl)-3,5,7-triethoxy-quinolin-4-one